C(C)(C)(C)OC(=O)N1CC=2C(=NN3C2C(CCC(C3)C(=O)O)(F)F)CC1 2-(tert-butoxycarbonyl)-11,11-difluoro-2,3,4,7,8,9,10,11-octahydro-1H-pyrido[4',3':3,4]pyrazolo[1,5-a]azepine-8-carboxylic acid